FC1([C@@H](CNC[C@@H]1C)C)F (3R,5S)-4,4-difluoro-3,5-dimethylpiperidine